N-((1S)-(5-(1-Amino-2-cyclobutylethyl)-1H-benzo[d]imidazol-2-yl)(4,4-difluorocyclohexyl)methyl)-1-methyl-1H-pyrazole-5-carboxamide NC(CC1CCC1)C1=CC2=C(NC(=N2)[C@@H](NC(=O)C2=CC=NN2C)C2CCC(CC2)(F)F)C=C1